C(C)OC=1C=C(C(=O)N)C=CC1[C@H](C1=CC=NC=C1)OC1=CC=C2C(CCOC2=C1C)=O (S)-3-ethoxy-4-(((8-methyl-4-oxochroman-7-yl)oxy)(pyridin-4-yl)methyl)benzamide